(2R,3R,4R,5R)-2-(4-aminopyrrolo[2,1-f][1,2,4]triazin-7-yl)-2-cyano-5-(((isopropoxycarbonyl)oxy)methyl)tetrahydrofuran-3,4-diyl di(but-3-en-1-yl) bis(carbonate) C(O[C@H]1[C@](O[C@@H]([C@H]1OC(OCCC=C)=O)COC(=O)OC(C)C)(C#N)C1=CC=C2C(=NC=NN21)N)(OCCC=C)=O